R-3-amino-4-(2,4,5-trifluorophenyl)butyryl-piperazine N[C@@H](CC(=O)N1CCNCC1)CC1=C(C=C(C(=C1)F)F)F